trans-4-((5-fluoro-4-(2-(3-oxomorpholino)pyridin-4-yl)pyrimidin-2-yl)amino)cyclohexane-1-carboxamide FC=1C(=NC(=NC1)N[C@@H]1CC[C@H](CC1)C(=O)N)C1=CC(=NC=C1)N1C(COCC1)=O